FC1=C(C=C(C=C1)N1N=C(C=C1C)N1CCN(CC1)CCN1CCOCC1)OC(F)(F)F 4-[2-[4-[1-[4-fluoro-3-(trifluoromethoxy)phenyl]-5-methyl-pyrazol-3-yl]piperazin-1-yl]ethyl]morpholine